CC1N(CCC(CC1)=O)C(=O)OCC1=CC=CC=C1 Benzyl 2-methyl-5-oxoazepane-1-carboxylate